(6-cyanobicyclo[3.1.0]hex-6-yl)-5-((S)-2,2-dimethyltetrahydro-2H-pyran-4-yl)-N-methyl-N-phenyl-1H-indole-2-carboxamide C(#N)C1(C2CCCC12)N1C(=CC2=CC(=CC=C12)[C@@H]1CC(OCC1)(C)C)C(=O)N(C1=CC=CC=C1)C